6-(2-(3,4-dimethoxyphenyl)-3-isopropyl-1H-indol-5-yl)-1,2,3,4-tetrahydroisoquinoline COC=1C=C(C=CC1OC)C=1NC2=CC=C(C=C2C1C(C)C)C=1C=C2CCNCC2=CC1